C(C)(C)(C)[C@@H]1CC=2C=C3C(=NC2CC1)SC(=N3)C(=O)N[C@H](CC[NH+]3CCC(CC3)O)C3=CC=C(C=C3)C3=NC=C(C=C3F)O |r| rac-(7S)-7-tert-butyl-N-[rac-(1R)-1-[4-(3-fluoro-5-hydroxy-2-pyridyl)phenyl]-3-(4-hydroxypiperidin-1-ium-1-yl)propyl]-5,6,7,8-tetrahydrothiazolo[5,4-b]quinoline-2-carboxamide